n-methoxy-4-(3-methyl-1H-indol-2-yl)-2-carbonyl-5-pentyl-2,5-dihydrofuran-3-carboxamide CONC(=O)C=1C(OC(C1C=1NC2=CC=CC=C2C1C)CCCCC)=C=O